N-(3-chloro-2-fluorobenzyl)acetamide ClC=1C(=C(CNC(C)=O)C=CC1)F